(3R)-N-(cyclobutylmethyl)-1-(6-(1-(1-(5-methoxypyridin-3-yl)-1H-pyrazol-4-yl)ethyl)pyridin-3-yl)piperidin-3-amine C1(CCC1)CN[C@H]1CN(CCC1)C=1C=NC(=CC1)C(C)C=1C=NN(C1)C=1C=NC=C(C1)OC